C(C)N(C(OC(C)(C)C)=O)C1C[C@H](N(CC1)C(C(F)(F)F)=O)C1=CC=CC=C1 tert-butyl ethyl((2S)-2-phenyl-1-(2,2,2-trifluoroacetyl)piperidin-4-yl)carbamate